3-Fmoc-aminopentanedioic acid C(=O)(OCC1C2=CC=CC=C2C2=CC=CC=C12)C(C(C(=O)O)N)CC(=O)O